C1=CC2=C3C(=C1)C4=CC=CC5=C4C(=C(C=C5)Br)C3=CC=C2 BromoPerylene